N1CC(C1)NC(=O)C1NC(CC1)C1=C(C(=CC=C1O)Cl)Cl N-(azetidin-3-yl)-5-(2,3-dichloro-6-hydroxyphenyl)pyrrolidine-2-carboxamide